1-ethyl-3-methylimidazolium lysine salt N[C@@H](CCCCN)C(=O)[O-].C(C)N1C=[N+](C=C1)C